N-(2-ethylhexyl)carbamimidoyl cyanide C(C)C(CNC(=N)C#N)CCCC